[Si](C)(C)(C(C)(C)C)OC[C@@H](COC1=NN(C(=C1[N+](=O)[O-])C)C=1C(=NC(=CC1)C)C)F (R)-3-(3-(3-((tert-butyldimethylsilyl)oxy)-2-fluoropropoxy)-5-methyl-4-nitro-1H-pyrazol-1-yl)-2,6-dimethylpyridine